2-(2,5-dihydro-2,5-dioxo-1H-pyrrol-1-yl)ethanecarboxamide O=C1N(C(C=C1)=O)CCC(=O)N